NC1=C(C=C2CCN(CC2=C1)C(C(F)(F)F)=O)OC 1-(7-Amino-6-methoxy-3,4-dihydroisoquinolin-2(1H)-yl)-2,2,2-trifluoroethan-1-one